5-(2-amino-[1,2,4]triazolo[1,5-a]pyridin-7-yl)-2-methoxy-6-methyl-N-(2-(2,2,2-trifluoroethoxy)benzyl)nicotinamide NC1=NN2C(C=C(C=C2)C=2C(=NC(=C(C(=O)NCC3=C(C=CC=C3)OCC(F)(F)F)C2)OC)C)=N1